3-aminopropyl-(dipropoxymethoxysilane) NCCC[SiH2]OC(OCCC)OCCC